4,5-dihydro-2H-benzo[g]indazol-9-yl trifluoromethanesulfonate FC(S(=O)(=O)OC1=CC=CC=2CCC3=CNN=C3C21)(F)F